2-amino-6-cyclopropyl-7-fluoro-1-(3-fluoro-5-methoxy-2,6-dimethyl-phenyl)pyrrolo[3,2-c]pyridine-3-carboxamide NC1=C(C=2C=NC(=C(C2N1C1=C(C(=CC(=C1C)OC)F)C)F)C1CC1)C(=O)N